CC=1N(C=CC1C(=O)OCC)COCC[Si](C)(C)C ethyl 2-methyl-1-((2-(trimethylsilyl)ethoxy)methyl)-1H-pyrrole-3-carboxylate